tert-butyl 3-oxo-4-(1H-pyrrolo[2,3-b]pyridin-3-yl)piperazine-1-carboxylate O=C1CN(CCN1C1=CNC2=NC=CC=C21)C(=O)OC(C)(C)C